N,N-Didecyl-8-((8-(Hexadecyl(Methyl)Amino)-8-Oxooctyl)(Methyl)Amino)Octanamide C(CCCCCCCCC)N(C(CCCCCCCN(C)CCCCCCCC(=O)N(C)CCCCCCCCCCCCCCCC)=O)CCCCCCCCCC